5-cyclobutoxy-N-((3r,4s)-3-methyl-1-(methylsulfonyl)piperidin-4-yl)-6-(1H-pyrazol-4-yl)-[1,2,4]triazolo[1,5-a]pyridin-2-amine C1(CCC1)OC1=C(C=CC=2N1N=C(N2)N[C@@H]2[C@@H](CN(CC2)S(=O)(=O)C)C)C=2C=NNC2